S(=O)(=O)(O)CCCN1C(=NC2=C1C=CC=C2)C N-sulfopropyl-methylbenzimidazole